(R)-2-((1-(3,6-dimethyl-2-(4-(4-(oxetan-3-yl)piperazin-1-yl)phenyl)-4-oxo-4H-chromen-8-yl)ethyl)amino)benzoic acid CC1=C(OC2=C(C=C(C=C2C1=O)C)[C@@H](C)NC1=C(C(=O)O)C=CC=C1)C1=CC=C(C=C1)N1CCN(CC1)C1COC1